N,N'-bis({3-[5,9-bis(decyl)-2,2,3,3,11,11,12,12-octamethyl-4,10-dioxa-7-aza-3,11-disilatridecan-7-yl]propyl})-3,3-dimethylpentanediamide C(CCCCCCCCC)C(O[Si](C(C)(C)C)(C)C)CN(CC(O[Si](C(C)(C)C)(C)C)CCCCCCCCCC)CCCNC(CC(CC(=O)NCCCN(CC(O[Si](C(C)(C)C)(C)C)CCCCCCCCCC)CC(O[Si](C(C)(C)C)(C)C)CCCCCCCCCC)(C)C)=O